ClC=1C=CC2=C(N(CN(S2(=O)=O)[C@@H]([C@H](C)C2=C(C(=CC=C2F)C)C)C2=NNC(O2)=O)C2CCOCC2)N1 5-((1S,2R)-1-(6-chloro-1,1-dioxido-4-(tetrahydro-2H-pyran-4-yl)-3,4-dihydro-2H-pyrido[2,3-e][1,2,4]thiadiazin-2-yl)-2-(6-fluoro-2,3-dimethylphenyl)propyl)-1,3,4-oxadiazol-2(3H)-one